(rac)-tert-butyl 3,3-difluoro-5-[7-[1-[2-nitro-4-(trifluoromethoxy)benzoyl]-3,6-dihydro-2H-pyridin-4-yl]-3H-imidazo[4,5-b]pyridin-2-yl]piperidine-1-carboxylate FC1(CN(C[C@@H](C1)C1=NC=2C(=NC=CC2C=2CCN(CC2)C(C2=C(C=C(C=C2)OC(F)(F)F)[N+](=O)[O-])=O)N1)C(=O)OC(C)(C)C)F |r|